C(C)(C)[O-].C(C)(C)[O-].C(C)(C)[O-].C(C)(C)[O-].[Zr+4] zirconium tetra(iso-propanolate)